1-(3,5-dichloropyridin-2-yl)-5-hydroxy-N-(4-(2-hydroxyethyl)phenyl)-1H-pyrazole-3-carboxamide ClC=1C(=NC=C(C1)Cl)N1N=C(C=C1O)C(=O)NC1=CC=C(C=C1)CCO